N-(4-(2-aminopyrimidin-4-yl)phenyl)benzamide NC1=NC=CC(=N1)C1=CC=C(C=C1)NC(C1=CC=CC=C1)=O